FC=1C(=CC=2N(C1)C=CN2)C 6-fluoro-7-methylimidazo[1,2-a]pyridin